2,4-dibromo-5-(2,6-dimethylphenoxy)pyridine 1-oxide BrC1=[N+](C=C(C(=C1)Br)OC1=C(C=CC=C1C)C)[O-]